FC(C(C(C(C(C(C(C(F)(F)F)(F)F)(F)F)(F)F)(F)F)(F)F)(F)F)(CC1CO1)F 3-(perfluoro-n-octyl)-1,2-propylene oxide